C(C)OC=CC=1C=C2C=CNC2=CC1 5-(2-ethoxyvinyl)-1H-indol